ClC=1C=C2N=C3CCCCC3=C(C2=CC1OC)NC1CCN(CC1)C 6-chloro-7-methoxy-N-(1-methylpiperidin-4-yl)-1,2,3,4-tetrahydroacridin-9-amine